C(CCCCCCCCCCCCCCCC(=O)OC(C)(C)C)(=O)OC1=CC=C(C=C1)N 1-(4-aminophenyl) 17-(tert-butyl) heptadecanedioate